NCC=1C=C(C=CC1)C[C@H](N)C(=O)O L-3-(3-Aminomethylphenyl)alanine